FC=1C=C(C=CC1)CCN1C(N(C2=CC=CC=C2C1=O)CC1=CC=C(C(=O)NO)C=C1)=O 4-((3-(3-fluorophenylethyl)-2,4-dioxo-3,4-dihydroquinazolin-1(2H)-yl)methyl)-N-hydroxybenzoamide